C(CCOCCCOCCCN)N 4,8-dioxa-undecan-1,11-diamine